((2R,6R)-4-(3-((5-chloro-4-(6-methyl-1H-indol-3-yl)pyrimidine-2-yl)amino)-5-cyclopropylbenzyl)-6-methylpiperazine-2-yl)methanol ClC=1C(=NC(=NC1)NC=1C=C(CN2C[C@@H](N[C@@H](C2)C)CO)C=C(C1)C1CC1)C1=CNC2=CC(=CC=C12)C